(R)-2-(((benzyloxy)carbonyl)amino)-3-(7-cyclopropylthieno[3,2-b]pyridine-2-carboxamido)propionic acid methyl ester COC([C@@H](CNC(=O)C1=CC2=NC=CC(=C2S1)C1CC1)NC(=O)OCC1=CC=CC=C1)=O